ClC=1C(=NC=CC1)N1N=C(C=C1C1=NC2=C(C(O1)=O)C=C(C=C2C)I)OC 2-[2-(3-chloro-2-pyridinyl)-5-methoxy-pyrazol-3-yl]-6-iodo-8-methyl-3,1-benzoxazin-4-one